C(C)(C)(C)OC(NN1C(C2=CC=CC=C2C12C1=CC(=C(C=C1OC=1C=C(C(=CC21)CCCC)N(CC)CC)N(CC)CC)CCCC)=O)=O (2',7'-dibutyl-3',6'-bis(diethylamino)-3-oxospiro[isoindoline-1,9'-xanthen]-2-yl)carbamic acid tert-butyl ester